(Z)-4-(1-(4-amino-2-fluorobut-2-en-1-yl)-2-ethyl-1H-benzo[d]imidazol-4-yl)-N-(tert-butyl)benzenesulfonamide NC\C=C(\CN1C(=NC2=C1C=CC=C2C2=CC=C(C=C2)S(=O)(=O)NC(C)(C)C)CC)/F